gallium-arsenic [As].[Ga]